5-chloro-4-(6-fluoro-6-methyl-1,4-diazepan-1-yl)-2-(2-fluoro-4-pyridinyl)-1H-pyrimidin-6-one ClC1=C(N=C(NC1=O)C1=CC(=NC=C1)F)N1CCNCC(C1)(C)F